FC1=C(C(=C2C=CNC2=C1F)S(=O)(=O)C)OC=1C=CC(=C(C1)C=1NC(=CN1)C1(CCOC2=C(C=CC=C12)C(C1C(NC(N1)=O)=O)O)C)F 5-[[4-[2-[5-[(6,7-difluoro-4-methylsulfonyl-1H-indol-5-yl)oxy]-2-fluoro-phenyl]-1H-imidazol-5-yl]-4-methyl-chroman-8-yl]-hydroxy-methyl]imidazolidine-2,4-dione